2-(6-cyanopyridin-2-yl)acetic acid methyl ester COC(CC1=NC(=CC=C1)C#N)=O